[Pd+2].C1(=CC=CC=C1)P([C-]1C=CC=C1)C1=CC=CC=C1.[CH-]1C=CC=C1.[Fe+2] 1-(diphenylphosphino)ferrocene palladium (II)